4-[[6-[[8-(methylamino)-5-[6-(methylamino)-[1,2,4]triazolo[1,5-a]pyridin-2-yl]-2,7-naphthyridin-3-yl]amino]-2-pyridyl]oxy]pentanoic acid CNC=1N=CC(=C2C=C(N=CC12)NC1=CC=CC(=N1)OC(CCC(=O)O)C)C1=NN2C(C=CC(=C2)NC)=N1